5-[(3,3-Difluoropyrrolidin-1-yl)carbonyl]-2'-(4,5-dimethyl-1H-imidazol-2-yl)-3,4'-bipyridin FC1(CN(CC1)C(=O)C=1C=C(C=NC1)C1=CC(=NC=C1)C=1NC(=C(N1)C)C)F